[Na+].NC1=C(C=C(C=2C(C3=CC=CC=C3C(C12)=O)=O)NC1=C(C=C(C=C1C)C)C)S(=O)(=O)[O-] 1-amino-9,10-dihydro-9,10-dioxo-4-[(2,4,6-trimethylphenyl)amino]-2-anthracenesulfonic acid monosodium salt